C(C)(C)(C)[S@](=O)\N=C/1\C2(CN3N=CC=C31)CCN(CC2)C(=O)OC(C)(C)C tert-butyl (S,Z)-4'-((tert-butylsulfinyl)imino)-4'H,6'H-spiro[piperidine-4,5'-pyrrolo[1,2-b]pyrazole]-1-carboxylate